CN1C(NC2N=CN(C2C1=O)[C@H](C(=O)O)C)=O (2S)-2-(1-methyl-2,6-dioxo-3,4,5,6-tetrahydro-1H-purin-7(2H)-yl)propionic acid